C1(CC1)N1N=CC=C1 cyclopropyl-1H-pyrazole